(S)-N-(7-amino-1-(isoxazol-3-yloxy)-2-oxohept-3-yl)cyclopentanecarboxamide NCCCC[C@@H](C(COC1=NOC=C1)=O)NC(=O)C1CCCC1